3-(5-(((1R,2S)-2-((3aR,4R,7S,7aS)-octahydro-2H-4,7-epoxyisoindol-2-yl)cyclopentyl)oxy)-1-oxoisoindolin-2-yl)piperidine-2,6-dione C1N(C[C@@H]2[C@H]3CC[C@@H]([C@H]12)O3)[C@@H]3[C@@H](CCC3)OC=3C=C1CN(C(C1=CC3)=O)C3C(NC(CC3)=O)=O